(8R,9S,10S)-10-[(dimethylamino)methyl]-3-(hydroxymethyl)-N-(4-methoxyphenyl)-9-[4-(2-phenylethynyl)phenyl]-1,6-diazabicyclo[6.2.0]decane-6-carboxamide CN(C)C[C@@H]1[C@@H]([C@@H]2CN(CCC(CN12)CO)C(=O)NC1=CC=C(C=C1)OC)C1=CC=C(C=C1)C#CC1=CC=CC=C1